methyl 4-amino-2-((1-methylpiperidin-4-yl)amino)pyrido[2,3-d]pyrimidine-7-carboxylate NC=1C2=C(N=C(N1)NC1CCN(CC1)C)N=C(C=C2)C(=O)OC